(4-(2-(pyridin-2-ylamino)thiazol-4-yl)benzoyl)pyrrolidine-2-carboxylate N1=C(C=CC=C1)NC=1SC=C(N1)C1=CC=C(C(=O)OC(=O)C2NCCC2)C=C1